(E)-N'-(3,5-bis(dimethylamino)benzylidene)-6-(4-methoxyphenyl)pyrazine-2-carbohydrazide Benzyl-(1R)-1-carbamoyl-6-azaspiro[2.5]octane-6-carboxylate C(C1=CC=CC=C1)OC(=O)N1CCC2(C[C@H]2C(N)=O)CC1.CN(C=1C=C(\C=N\NC(=O)C2=NC(=CN=C2)C2=CC=C(C=C2)OC)C=C(C1)N(C)C)C